4-methyl-benzoyl chloride CC1=CC=C(C(=O)Cl)C=C1